ClC1=CC=C(C=C1)C(N1C[C@@H](N(C[C@H]1C)C=1C=2N=CN(C2N2C(N1)=NN=C2)CC2(CCCC2)O)C)C2=CC=C(C=C2)Cl 1-((4-((2S,5R)-4-(Bis(4-chlorophenyl)methyl)-2,5-dimethylpiperazin-1-yl)-1H-[1,2,4]triazolo[3,4-b]purin-1-yl)methyl)cyclopentan-1-ol